3-[5-(5-hydroxypentyl)-3-methyl-2-oxo-benzimidazol-1-yl]piperidine OCCCCCC1=CC2=C(N(C(N2C)=O)C2CNCCC2)C=C1